C(C)OC(=O)[C@H]1[C@@H](CCC1)C(=O)O trans-2-(ethoxycarbonyl)cyclopentane-1-carboxylic acid